4-(2,6-Difluorophenyl)piperidin-4-amine FC1=C(C(=CC=C1)F)C1(CCNCC1)N